7-(1-(5-(3-(cyclopropylmethylsulfonyl)-1,1,1-trifluoropropan-2-yl)pyridin-2-yl)-1H-pyrazol-4-yl)-3H-imidazo[4,5-b]pyridine C1(CC1)CS(=O)(=O)CC(C(F)(F)F)C=1C=CC(=NC1)N1N=CC(=C1)C1=C2C(=NC=C1)NC=N2